C1=CC=C2C(=C1)C=C(N=N2)F Fluorocinnoline